C(C)[C@@H]1OC[C@H]2[C@@H](O1)C1=CC(=CC=C1C2)C |r| (2RS,4aSR,9bRS)-2-ethyl-8-methyl-4,4a,5,9b-tetrahydroindeno[1,2-d][1,3]dioxin